C(C)N1[C@@H](C(CCC1)C1=CC=2C(=NC=CC2C=2SC3=C(N2)C=C(C(=C3)F)N)S1)C (2-((2R)-1-ethyl-2-methylpiperidin-3-yl)thieno[2,3-b]pyridin-4-yl)-6-fluorobenzo[d]thiazol-5-amine